CN(C(OC(C)(C)C)=O)C1CC2=C(OC1)C=C(S2)C(F)(F)F tert-butyl N-methyl-N-[2-(trifluoromethyl)-6,7-dihydro-5H-thieno[3,2-b]pyran-6-yl]carbamate